7-chloro-8-(2,6-difluoro-4-nitrophenoxy)-2,3-dimethoxy-1,5-naphthyridine ClC1=CN=C2C=C(C(=NC2=C1OC1=C(C=C(C=C1F)[N+](=O)[O-])F)OC)OC